C(=O)(O)CCCC(=O)O gamma-carboxyl-butyric acid